O=C1NC(CC(C1)C(=O)O)=O 2,6-dioxopiperidin-4-carboxylic acid